(R)-(1-(2-chlorothieno[3,2-d]pyrimidin-4-yl)pyrrolidin-2-yl)methanol ClC=1N=C(C2=C(N1)C=CS2)N2[C@H](CCC2)CO